CN1CCN(CC1)C1=CC2=C(C3=C(O2)C=CC=C3)C=C1 7-(4-methylpiperazin-1-yl)dibenzo[b,d]furan